OCCN1C(NCC1)=O 1-(2-hydroxyethyl)imidazolin-2-one